methylsilylethyn C[SiH2]C#C